COC(C[C@@H]1CN(CC(C1)(F)F)C=1C(=NC(=CC1)C=1N=NN(C1COC1=NC(=CN(C1=O)C)CCC)C)CC)=O 2-[(3S)-1-[2-ethyl-6-(1-methyl-5-{[(4-methyl-3-oxo-6-propyl-3,4-dihydropyrazin-2-yl)oxy]methyl}-1H-1,2,3-triazol-4-yl)pyridin-3-yl]-5,5-difluoropiperidin-3-yl]acetic acid methyl ester